C(=O)(O)CO[C@H]1C[C@H](N(C1)C1=NC2=C(C(=CC=C2C(=C1)N1C=NC=C1)Cl)Cl)C(=O)O (2S,4S)-4-(carboxymethoxy)-1-(7,8-dichloro-4-(1H-imidazol-1-yl)quinolin-2-yl)pyrrolidine-2-carboxylic acid